CCCCCCCCC(CCCCCCCC)OC(CCCCCCCN(CCCCCCCC(=O)OCCC(CCCC)CCCC)CCCNC(=O)C1(COCC1)C)=O 3-Butylheptyl 8-((8-(heptadecan-9-yloxy)-8-oxooctyl)(3-(3-methyltetrahydrofuran-3-carboxamido)propyl)amino)octanoate